CC1CCCCC1C 1,6-dimethylcyclohexane